1-[3-[4-ethynyl-1-[4-(trifluoromethoxy)phenyl]pyrazolo[3,4-b]pyridin-3-yl]azetidin-1-yl]prop-2-en-1-one C(#C)C1=C2C(=NC=C1)N(N=C2C2CN(C2)C(C=C)=O)C2=CC=C(C=C2)OC(F)(F)F